C(C1=CC=CC=C1)NC1=NC(=NN2C1=CC=C2C(=O)NC2C(CN(C2)C(=O)OC(C)(C)C)(F)F)N2C(=CC1=C(C=CC=C21)C(N)=O)C tert-butyl 4-(4-(benzylamino)-2-(4-carbamoyl-2-methyl-1H-indol-1-yl)pyrrolo[2,1-f][1,2,4]triazine-7-carboxamido)-3,3-difluoropyrrolidine-1-carboxylate